IC=1C=C(C(=NC1)NC(C)C1=CC(=C(C=C1)OCC1=CC=C(C=C1)C(F)(F)F)OC)N 5-iodo-N2-(1-(3-methoxy-4-((4-(trifluoromethyl)benzyl)oxy)phenyl)ethyl)pyridine-2,3-diamine